C(C)C(C(=O)OCC(C)(CO)C)(CCCC)CC neopentyl glycol (diethyl hexanoate)